N-difluoromethylbenzimidazole FC(N1C=NC2=C1C=CC=C2)F